bis-benzenesulfonic acid disodium salt [Na+].[Na+].C1(=CC=CC=C1)S(=O)(=O)[O-].C1(=CC=CC=C1)S(=O)(=O)[O-]